CN1CC(C1)C=1C(=NN2C1N=C(C=C2C2=CC=CC=C2)C2=CC=CC=C2)C(=O)N (1-Methylazetidin-3-yl)-5,7-diphenylpyrazolo[1,5-a]pyrimidine-2-carboxamide